C(C)OC(=O)C=1C(=C(NC1)C1=CC=C(C=C1)C(F)(F)F)C1=CC(=CC=C1)OC (3-methoxyphenyl)-2-(4-(trifluoromethyl)phenyl)Azole-4-carboxylic acid ethyl ester